ditrimethylolbutane tri-acrylate C(C=C)(=O)O.C(C=C)(=O)O.C(C=C)(=O)O.C(O)C(CCC)(CO)CO.C(O)C(CCC)(CO)CO